cis-dichloro-(trans-(1R,2R)-(-)-1,2-cyclohexanediamine) platinum (II) [Pt+2].Cl[C@]1([C@](CCCC1)(N)Cl)N